4,5,6,7-tetrahydrothieno[2,3-c]pyridine-2-carboxylic acid ethyl ester hydrochloride Cl.C(C)OC(=O)C1=CC2=C(CNCC2)S1